N-(5-cyclopentylpyrimidin-2-yl)-2-[(4,5-dimethyl-1H-imidazol-2-yl)sulfanyl]-5-nitrobenzamide C1(CCCC1)C=1C=NC(=NC1)NC(C1=C(C=CC(=C1)[N+](=O)[O-])SC=1NC(=C(N1)C)C)=O